S([O-])(O)=O.CC=1C(C2=CC=CC=C2C(C1)=O)=O.[Na+] sodium 2-methyl-1,4-naphthoquinone bisulfite